1,1'-(Octadecane-1,6-diyl)-bis(2-methylene-3,3-dimethyl-3H-indole) C(CCCCC(CCCCCCCCCCCC)N1C(C(C2=CC=CC=C12)(C)C)=C)N1C(C(C2=CC=CC=C12)(C)C)=C